tert-butyl (R)-3-(4-(((oxazol-5-ylmethoxy)carbonyl)amino)phenyl)piperidine-1-carboxylate O1C=NC=C1COC(=O)NC1=CC=C(C=C1)[C@@H]1CN(CCC1)C(=O)OC(C)(C)C